CN1N=CC(=C1)C#N methyl-1H-pyrazole-4-carbonitrile